[Li+].OC(C(=O)NC=1N=C2N(N=C(C=C2)C=2C=NC(=C(C(=O)[O-])C2)OC)C1)(C)C 5-(2-(2-hydroxy-2-methylpropanamido)imidazo[1,2-b]pyridazin-6-yl)-2-methoxynicotinic acid, lithium salt